ClCC=1C=2N(C=C(C1)C1CC1)C=C(N2)CN2C(C1=CC=CC=C1C2=O)=O 2-((8-(chloromethyl)-6-cyclopropylimidazo[1,2-a]pyridin-2-yl)methyl)isoindoline-1,3-dione